ClC1=C(C(=CC=C1)Cl)COC=1C=NC(=NC1)N1CCCC1 (3R,4S)-1-{5-[(2,6-dichlorophenyl)methoxy]pyrimidin-2-yl}pyrrolidine